rac-(4aR,8aS)-6-(2-methyl-3-((4-methyl-3-(trifluoromethyl)benzyl)oxy)azetidine-1-carbonyl)hexahydro-2H-pyrido[4,3-b][1,4]oxazin-3(4H)-one CC1N(CC1OCC1=CC(=C(C=C1)C)C(F)(F)F)C(=O)N1C[C@@H]2[C@@H](OCC(N2)=O)CC1 |r|